(2S,3R)-benzyl 5,5-difluoro-3-methyl-2-(((5-(trifluoromethyl)pyrazin-2-yl)amino)methyl)piperidine-1-carboxylate FC1(C[C@H]([C@H](N(C1)C(=O)OCC1=CC=CC=C1)CNC1=NC=C(N=C1)C(F)(F)F)C)F